N-[(4S)-chroman-4-yl]-8-(2,3-dichlorophenyl)-5-methoxy-4-(dimethylamino)-1,6-naphthyridine-3-carboxamide O1CC[C@@H](C2=CC=CC=C12)NC(=O)C=1C=NC2=C(C=NC(=C2C1N(C)C)OC)C1=C(C(=CC=C1)Cl)Cl